6-chloro-N-{3-[4-(3,4-difluorophenyl)-1H-imidazol-1-yl]bicyclo[1.1.1]pent-1-yl}-4-oxo-3,4-dihydro-2H-1-benzopyran-2-carboxamide ClC=1C=CC2=C(C(CC(O2)C(=O)NC23CC(C2)(C3)N3C=NC(=C3)C3=CC(=C(C=C3)F)F)=O)C1